BrC1=C2C=CC=C(C2=C(C=C1)C)C=1C(=NC=CC1)C(=O)N (5-bromo-8-methylnaphthalen-1-yl)picolinamide